C1(CC1)COC=1C=C(C=CC1)C1=CC(=C(C(=C1)F)OCCCC(=O)O)F 4-(3'-cyclopropylmethoxy-3,5-difluoro-biphenyl-4-yloxy)-butyric acid